[Si](C)(C)(C(C)(C)C)OCC=1C(=CC(=NC1)Cl)NC(OC1=CC=CC=C1)=O Phenyl (5-(((tert-butyldimethylsilyl)oxy)methyl)-2-chloropyridin-4-yl)carbamate